ethyl (2S)-3-(dibenzylamino)-2-fluoro-propanoate C(C1=CC=CC=C1)N(C[C@@H](C(=O)OCC)F)CC1=CC=CC=C1